6-methyl-4-[(1-methylcyclopropyl)amino]-N-[1-(1,2-oxazol-3-yl)ethyl]furo[2,3-d]pyrimidine-5-carboxamide CC1=C(C2=C(N=CN=C2NC2(CC2)C)O1)C(=O)NC(C)C1=NOC=C1